4-(2-propyl)-benzophenone CC(C)C1=CC=C(C(=O)C2=CC=CC=C2)C=C1